Ethyl (2S)-2-((2S)-2-(2-(but-3-en-1-yl)nonanamido)-4-methylpentanamido)-4-(dimethylcarbamoyl)hept-6-enoate C(CC=C)C(C(=O)N[C@H](C(=O)N[C@H](C(=O)OCC)CC(CC=C)C(N(C)C)=O)CC(C)C)CCCCCCC